Sodium 2-(hydroxymethyl)-5-nitrobenzoate OCC1=C(C(=O)[O-])C=C(C=C1)[N+](=O)[O-].[Na+]